(1R,5S,6S)-6-((2-methoxy-2-oxo-1-phenylethyl)(methyl)amino)-3-azabicyclo[3.1.0]hexane-3-carboxylic acid tert-butyl ester C(C)(C)(C)OC(=O)N1C[C@@H]2C([C@@H]2C1)N(C)C(C(=O)OC)C1=CC=CC=C1